NC1=C2N=CN(C2=NC(=N1)Cl)[C@H]1[C@H]([C@@H]([C@H](O1)CO[C@H](C(=O)OC)P(O)(O)=O)O)F ((S)-1-(((2R,3R,4S,5R)-5-(6-amino-2-chloro-9H-purin-9-yl)-4-fluoro-3-hydroxytetrahydrofuran-2-yl)methoxy)-2-methoxy-2-oxoethyl)phosphonic acid